IC=1C=CC=NC1C 5-Iodo-6-methylpyridin